NC=1N=CC2=C(N1)C(=CN2)C=2C=C(C=CC2)C#CC2(C(N(CC2)C)=O)O 3-((3-(2-amino-5H-pyrrolo[3,2-d]pyrimidin-7-yl)phenyl)ethynyl)-3-hydroxy-1-methylpyrrolidin-2-one